C(\C=C(/C)\CCC=C(C)C)C1=C(C=C(C=C1O)O)C=CC1=CC=C(O)C=C1 geranylresveratrol